2-methyl-3-oxo-piperazine-1-carboxamide CC1N(CCNC1=O)C(=O)N